3-methyl-4-[2-[[(E)-3-[4-(trifluoromethyl)phenyl]prop-2-enoyl]amino]acetyl]piperazine CC1CNCCN1C(CNC(\C=C\C1=CC=C(C=C1)C(F)(F)F)=O)=O